FC(C(F)(F)OC(C(=C)C)=O)C(F)(F)F.N1C=NC=C1 imidazole hexafluoropropyl-methacrylate